FC=1C(=NC=CC1)C1=CN=CC(=N1)C(=O)N 6-(3-fluoropyridin-2-yl)pyrazine-2-carboxamide